C(CCC)C1=CC=C(C=C1)NC1=CC=C(C=2C(C3=C(C=CC(=C3C(C12)=O)NC1=CC=C(C=C1)CCCC)NC1=CC=C(C=C1)CCCC)=O)NC1=CC=C(C=C1)CCCC 1,4,5,8-tetrakis(4-butylphenylamino)anthracene-9,10-dione